(1R,3R)-3-(4-amino-3-(4-(2-fluoro-3-methoxyphenoxy)phenyl)-1H-pyrazolo[3,4-d]pyrimidin-1-yl)cyclohexanol NC1=C2C(=NC=N1)N(N=C2C2=CC=C(C=C2)OC2=C(C(=CC=C2)OC)F)[C@H]2C[C@@H](CCC2)O